C1(CC1)C1=NC(=CC(=C1)C(=O)N1CC=2N=C(OC2C1)C(=O)N1CC2=C(CC1)C(=NO2)O)OCC2CCOCC2 [2-Cyclopropyl-6-(oxan-4-ylmethoxy)pyridin-4-yl]-[2-(3-hydroxy-5,7-dihydro-4H-[1,2]oxazolo[5,4-c]pyridin-6-carbonyl)-4,6-dihydropyrrolo[3,4-d][1,3]oxazol-5-yl]methanon